O=C1NC2=CC=CC=C2CC1 2-oxo-1,2,3,4-tetrahydroquinoline